tris(2,6-dimethoxyphenyl)carbenium COC1=C(C(=CC=C1)OC)[C+](C1=C(C=CC=C1OC)OC)C1=C(C=CC=C1OC)OC